BrC1=CC=C2C(C(N(C2=C1)CC(F)(F)F)=O)(C)C 6-bromo-3,3-dimethyl-1-(2,2,2-trifluoroethyl)indolin-2-one